(1R,3S)-3-{5-[5-(2-formyl-3-hydroxy-5-methoxyphenyl)-2-methylpyrazole-3-amido]-2H-pyrazol-3-yl}cyclopentyl N-isopropylcarbamate C(C)(C)NC(O[C@H]1C[C@H](CC1)C=1NN=C(C1)NC(=O)C=1N(N=C(C1)C1=C(C(=CC(=C1)OC)O)C=O)C)=O